3-(1-(3-(5-methoxypyrimidine-2-yl)benzyl)-6-oxo-1,6-dihydropyridazin-3-yl)benzonitrile COC=1C=NC(=NC1)C=1C=C(CN2N=C(C=CC2=O)C=2C=C(C#N)C=CC2)C=CC1